(9H-fluoren-9-yl)methyl tert-butyl (6-((6-dodecanamidohexyl)amino)-6-oxohexane-1,5-diyl)dicarbamate C(CCCCCCCCCCC)(=O)NCCCCCCNC(C(CCCCNC(OCC1C2=CC=CC=C2C=2C=CC=CC12)=O)NC(OC(C)(C)C)=O)=O